Cl.N[C@@H]1[C@H](CCC1)O trans-(1S,2S)-2-aminocyclopentanol-HCl